propanediol bis(p-aminobenzoate) NC1=CC=C(C(=O)OC(CC)OC(C2=CC=C(C=C2)N)=O)C=C1